2-(4-fluoro-2-methoxy-phenoxy)-N-(3-oxazol-5-ylphenyl)-5-(trifluoromethyl)pyridine-3-carboxamide methyl-2-bromo-7-hydroxy-6,7-dihydro-5H-cyclopenta[b]pyridine-4-carboxylate COC(=O)C1=C2C(=NC(=C1)Br)C(CC2)O.FC2=CC(=C(OC1=NC=C(C=C1C(=O)NC1=CC(=CC=C1)C1=CN=CO1)C(F)(F)F)C=C2)OC